[Zn]=[Zn] Dizinc